(1R,2S,4R,5R,6R)-2-amino-4-(1H-1,2,4-triazol-3-ylsulfanyl)bicyclo[3.1.0]hexane-2,6-dicarboxylic acid N[C@@]1([C@@H]2[C@H]([C@@H]2[C@@H](C1)SC1=NNC=N1)C(=O)O)C(=O)O